(R)-1-(4-((6-(1-methyl-1H-pyrazol-4-yl)pyrazolo[1,5-a]pyrazin-4-yl)oxy)azepan-1-yl)prop-2-yn-1-one CN1N=CC(=C1)C=1N=C(C=2N(C1)N=CC2)O[C@H]2CCN(CCC2)C(C#C)=O